((6-isopropyl-5-(4-(trifluoromethyl)phenyl)-1H-pyrazolo[4,3-g]isoquinolin-8-yl)imino)dimethyl-λ6-sulfanone C(C)(C)C=1N=C(C2=CC3=C(C=C2C1C1=CC=C(C=C1)C(F)(F)F)C=NN3)N=S(=O)(C)C